2-fluoro-4-methoxy-N-(2-((2-(piperazin-1-yl)ethyl)carbamoyl)phenyl)benzamide FC1=C(C(=O)NC2=C(C=CC=C2)C(NCCN2CCNCC2)=O)C=CC(=C1)OC